5-(4-(6-methyl-1H-indazol-3-yl)piperidin-1-yl)-2-morpholinobenzo[d]oxazole CC1=CC=C2C(=NNC2=C1)C1CCN(CC1)C=1C=CC2=C(N=C(O2)N2CCOCC2)C1